tert-butyl 4-oxo-3-azabicyclo[3.1.0]hexane-3-carboxylate O=C1N(CC2CC12)C(=O)OC(C)(C)C